2-[[4-[4-(hydroxymethyl)-1-piperidinyl]-6-methyl-6-[[(3,4,5-trimethoxyphenyl)methyl]amino]-2-pyrimidinyl]amino]-4-methyl-5-thiazolecarboxylic acid, ethyl ester OCC1CCN(CC1)C=1N=C(NC(C1)(NCC1=CC(=C(C(=C1)OC)OC)OC)C)NC=1SC(=C(N1)C)C(=O)OCC